C1(CCCC1)N1N=C(C=C1C1=C(C=CC=C1)C(F)(F)F)C(=O)N[C@H](CC(=O)NC1CC(C1)(F)F)CCN1CCCCC1 (3S)-3-({1-cyclopentyl-5-[2-(trifluoromethyl)phenyl]-1H-pyrazol-3-yl}formamido)-N-(3,3-difluorocyclobutyl)-5-(piperidin-1-yl)pentanamide